C(C)(=O)N1CC=2N(CC1)C(=NC2C=2C=CC=C1C=C(N=CC21)C=2C=CC(=NC2)C(=O)NCCCCNC2=C1C(N(C(C1=CC=C2)=O)C2C(NC(CC2)=O)=O)=O)CC 5-(8-(7-Acetyl-3-ethyl-5,6,7,8-tetrahydroimidazo[1,5-a]pyrazin-1-yl)isoquinolin-3-yl)-N-(4-((2-(2,6-dioxopiperidin-3-yl)-1,3-dioxoisoindolin-4-yl)amino)butyl)picolinamide